N-(4-(3-amino-7-(5-methyl-1H-pyrazol-3-yl)-1H-pyrazolo[4,3-c]pyridin-4-yl)benzyl)-5-fluoro-2-methoxybenzamide NC1=NNC2=C1C(=NC=C2C2=NNC(=C2)C)C2=CC=C(CNC(C1=C(C=CC(=C1)F)OC)=O)C=C2